(1S,3R,4S)-N-((S)-(3-chloro-2,6-difluorophenyl)(4-fluorobicyclo[2.2.1]heptan-1-yl)methyl)-3-hydroxy-4-isopropoxycyclopentane-1-carboxamide ClC=1C(=C(C(=CC1)F)[C@@H](NC(=O)[C@H]1C[C@H]([C@H](C1)OC(C)C)O)C12CCC(CC1)(C2)F)F